1-(8-(4,4,5,5-tetramethyl-1,3,2-dioxaborolan-2-yl)naphthalen-1-yl)propane CC1(OB(OC1(C)C)C=1C=CC=C2C=CC=C(C12)CCC)C